1-((2-Bromo-5-nitrophenyl)sulfonyl)azepane BrC1=C(C=C(C=C1)[N+](=O)[O-])S(=O)(=O)N1CCCCCC1